phenylene glycol C=1(C(=CC=CC1)O)O